C(C)C1C(COC1)N1C(=CC2=C1N=C(N=C2)SC)C(=O)N 7-(4-ethyltetrahydrofuran-3-yl)-2-(methylthio)-7H-pyrrolo[2,3-d]pyrimidine-6-carboxamide